1-{3-fluoro-3-[(E)-2-[5-(trifluoromethyl)-1,2-oxazol-3-yl]vinyl]azetidin-1-yl}prop-2-en-1-one FC1(CN(C1)C(C=C)=O)\C=C\C1=NOC(=C1)C(F)(F)F